FC1=C(C#N)C=C(C=C1)N1C(=CC=2C(C(CCC12)F)O)C(F)(F)F fluoro-5-(5-fluoro-4-hydroxy-2-(trifluoromethyl)-4,5,6,7-tetrahydro-1H-indol-1-yl)benzonitrile